O[C@H]1C[C@H](COC1)NC1=NC(=NC=C1C(=O)N)NC1CCC(CC1)OC 4-((3R,5S)-5-hydroxy-tetrahydro-2H-pyran-3-ylamino)-2-((1r,4R)-4-methoxycyclohexylamino)pyrimidine-5-carboxamide